NC1=CC(=C(C=C1OC)N1CCC(CC1)CCN1CCN(CC1)C1=C2C(N(C(C2=CC=C1)=O)C1C(NC(CC1)=O)=O)=O)F 4-(4-(2-(1-(4-amino-2-fluoro-5-methoxyphenyl)piperidin-4-yl)ethyl)piperazin-1-yl)-2-(2,6-dioxopiperidin-3-yl)isoindoline-1,3-dione